3,5-di-tert-butylhydroxybenzoate C(C)(C)(C)C=1C(=C(C(=O)[O-])C=C(C1)C(C)(C)C)O